ClC1=C(C=CC(=C1)[N+](=O)[O-])CCSCNC(=O)[C@H](C)NC(OC(C)(C)C)=O tert-butyl N-[(1S)-1-[([[2-(2-chloro-4-nitrophenyl)ethyl]sulfanyl]methyl)-carbamoyl]ethyl]carbamate